FC(OC1=CC=NC(=C1)C)F 4-(difluoromethoxy)-6-methylpyridin